C1(CC1)C1=NC=NC(=C1C=1N=C(C2=C(N1)CNC2=O)NCC2=CC=C(C=C2)N2N=C(C=C2C)C(F)(F)F)OC 2-(4-cyclopropyl-6-methoxypyrimidin-5-yl)-4-((4-(5-methyl-3-(trifluoromethyl)-1H-pyrazol-1-yl)benzyl)amino)-6,7-dihydro-5H-pyrrolo[3,4-d]pyrimidin-5-one